isopropyl 2-((4-((2-(dimethylamino)ethyl) (methyl)amino)-2-methoxy-5-nitrophenyl)amino)-4-(3,3,5-trimethyl-2,3-dihydro-1H-pyrrolo[3,2-b]pyridin-1-yl)pyrimidine-5-carboxylate CN(CCN(C1=CC(=C(C=C1[N+](=O)[O-])NC1=NC=C(C(=N1)N1CC(C2=NC(=CC=C21)C)(C)C)C(=O)OC(C)C)OC)C)C